ClC=1C(N(N=CC1NC[C@@H]1COCCC1)C1CCC(CC1)C(=O)N1CCCC1)=O 4-chloro-2-((1s,4S)-4-(pyrrolidine-1-carbonyl)cyclohexyl)-5-((((R)-tetrahydro-2H-pyran-3-yl)methyl)amino)pyridazin-3(2H)-one